C(#N)[C@H](C[C@@H]1OC2=C(NC1=O)C=CC=C2)NC(=O)[C@@H]2[C@H]1C([C@H]1CN2C([C@H](C(C)(C)C)NC(COCC)=O)=O)(C)C (1R,2S,5S)-N-[(1S)-1-cyano-2-[(2S)-3-oxo-4H-1,4-benzoxazin-2-yl]ethyl]-3-[(2S)-2-[(2-ethoxyacetyl)amino]-3,3-dimethyl-butanoyl]-6,6-dimethyl-3-azabicyclo[3.1.0]hexane-2-carboxamide